(3S,4R)-3-hydroxy-4-methylpyrrolidine trifluoroacetate FC(C(=O)O)(F)F.O[C@@H]1CNC[C@H]1C